FC(CN1C=CC=2C1=CN=CC2)(F)F 1-(2,2,2-trifluoroethyl)-1H-pyrrolo[2,3-c]pyridin